P(O)(O)N.OCCCCCCC(=O)N hydroxyhexyl-carboxamide phosphoramidite